C(#N)C1=C(C=CC(=N1)C(=O)NC)N1CCN(CC1)CC=1C=NC=2C=C(C(NC2C1)=O)CC 6-cyano-5-{4-[(7-ethyl-6-oxo-5H-1,5-naphthyridin-3-yl)methyl]piperazin-1-yl}-N-methylpyridine-2-carboxamide